cyclopenta[a]phenanthrene-3,6-diol C1=CC(=CC=2C(=CC3=C4CC=CC4=CC=C3C12)O)O